OC(C)(C)C=1C=C2C(=C(C(NC2=CN1)=O)C#N)N1CCC(CC1)(C)OC 6-(2-hydroxypropan-2-yl)-4-(4-methoxy-4-methylpiperidin-1-yl)-2-oxo-1,2-dihydro-1,7-naphthyridine-3-carbonitrile